trans-N-[3-(4-cyclopropoxy-6-methoxypyrimidin-5-yl)-1H-pyrrolo[2,3-b]pyridin-6-yl]-2-[(4-methylpiperazin-1-yl)methyl]cyclopropane-1-carboxamide C1(CC1)OC1=NC=NC(=C1C1=CNC2=NC(=CC=C21)NC(=O)[C@H]2[C@@H](C2)CN2CCN(CC2)C)OC